O[C@H](COC1=NC(=CC(=C1)C=1C=C(C=CC1C)NC(=O)N1CC(CC1)CC(F)(F)F)N1CCOCC1)CO N-(3-(2-((S)-2,3-dihydroxypropoxy)-6-morpholinopyridin-4-yl)-4-methylphenyl)-3-(2,2,2-trifluoroethyl)pyrrolidine-1-carboxamide